COC(=O)[C@@H]1C[C@@H](CCC1)N cis-methyl-3-aminocyclohexane-1-carboxylate